benzyl ((trans)-2-methyl-2-(trifluoromethyl)cyclopropyl)carbamate C[C@@]1([C@@H](C1)NC(OCC1=CC=CC=C1)=O)C(F)(F)F